tert-butyl 2-(((S)-1,3-bis(benzyloxy)-1-oxopropan-2-yl) carbamoyl)-2-(1-hydroxyethyl)-5-methylpyrrolidine-1-carboxylate C(C1=CC=CC=C1)OC([C@H](COCC1=CC=CC=C1)NC(=O)C1(N(C(CC1)C)C(=O)OC(C)(C)C)C(C)O)=O